CC(CC(=O)Cl)(C)C 3,3-dimethylbutyryl chloride